C(OOOC(C)(C)C)(OC(C)C)=O tert-Butylperoxy isopropyl carbonate